BrC1=NC=C(C=N1)C1OCCC(C1)Br 2-bromo-5-(4-bromotetrahydropyran-2-yl)pyrimidine